(1R,6R)-N-(7-chloro-6-(1-((3R,4R)-4-fluoro-3-methyltetrahydrofuran-3-yl)piperidin-4-yl)isoquinolin-3-yl)-3-oxabicyclo[4.1.0]heptane-7-carboxamide ClC1=C(C=C2C=C(N=CC2=C1)NC(=O)C1[C@@H]2CCOC[C@@H]12)C1CCN(CC1)[C@@]1(COC[C@@H]1F)C